Tert-Butyl 7-(4-oxobutyl)-3,4-dihydro-1,8-naphthyridine-1(2H)-carboxylate O=CCCCC1=CC=C2CCCN(C2=N1)C(=O)OC(C)(C)C